CN1C=C(C(C2=CC=CC=C12)=O)CN[C@@H]1CN(CCC1)C(=O)OC(C)(C)C tert-butyl (3s)-3-{[(1-methyl-4-oxo-1,4-dihydroquinolin-3-yl)methyl]amino}piperidine-1-carboxylate